BrC1=C2CCCC2=CC(=C1C=O)F 4-bromo-6-fluoro-2,3-dihydro-1H-indene-5-carbaldehyde